N-{[5-chloro-6-(3-methyl-5-isoxazolyl)-2-indolyl]methyl}acetamide ClC=1C=C2C=C(NC2=CC1C1=CC(=NO1)C)CNC(C)=O